(R)-3-(4-aminophenoxy)-2-hydroxypropionic acid tert-butyl ester C(C)(C)(C)OC([C@@H](COC1=CC=C(C=C1)N)O)=O